FC1=C(C(=CC(=C1)OCCN1CC(C1)CF)F)[C@H]1N[C@@H](CC2=C1NC1=CC=CC=C21)C (1R,3R)-1-[2,6-difluoro-4-[2-[3-(fluoromethyl)azetidin-1-yl]ethoxy]phenyl]-3-methyl-2,3,4,9-tetrahydro-1H-pyrido[3,4-b]indole